3-azido-4'-fluoro-[1,1'-biphenyl]-4-carbonitrile N(=[N+]=[N-])C=1C=C(C=CC1C#N)C1=CC=C(C=C1)F